(R)-1-(4-(1-(4-(Trifluoromethoxy)phenyl)-1H-1,2,4-triazol-3-yl)phenyl)propan-2-amine (2S,3S)-2,3-dihydroxysuccinate O[C@H](C(=O)O)[C@@H](C(=O)O)O.FC(OC1=CC=C(C=C1)N1N=C(N=C1)C1=CC=C(C=C1)C[C@@H](C)N)(F)F